N1CC(C1)N1CCN(CC1)C1=CC2=C(N(C(N2C)=O)N2C(CCCC2=O)=O)C=C1 (5-(4-(azetidin-3-yl)piperazin-1-yl)-3-methyl-2-oxo-2,3-dihydro-1H-benzo[d]imidazol-1-yl)piperidine-2,6-dione